1-benzyl 4-tert-butyl (2S)-2-methyl-1,4-diazepane-1,4-dicarboxylate C[C@@H]1N(CCCN(C1)C(=O)OC(C)(C)C)C(=O)OCC1=CC=CC=C1